N-benzyl-3-isopropyl-6-(piperidin-3-ylthio)imidazo[1,2-a]pyrazin-8-amine hydrochloride Cl.C(C1=CC=CC=C1)NC=1C=2N(C=C(N1)SC1CNCCC1)C(=CN2)C(C)C